CCCCC/C=C\C=C\[C@H](CCCCCCCC(=O)O)O (9S)-hydroxyoctadecadienoic acid